C(C)(C)(C)[S@](=O)\N=C/C1=NN(C=2N(C([C@H]([C@H](C21)C2=CC=C(C=C2)F)NC(C2=CC(=CC=C2)C(F)(F)F)=O)=O)CC)C2=CC=CC=C2 |&1:14,15| N-(rac-(4S,5S)-3-((Z)-(((S)-tert-butylsulfinyl)imino)methyl)-7-ethyl-4-(4-fluorophenyl)-6-oxo-1-phenyl-4,5,6,7-tetrahydro-1H-pyrazolo[3,4-b]pyridin-5-yl)-3-(trifluoromethyl)benzamide